4-(n-butoxycarbonyl)phenyl isocyanate CCCCOC(=O)C1=CC=C(C=C1)N=C=O